N-[4-Tert-butyl-1-(4-methoxyphenyl)-1H-imidazol-2-yl]-4-(difluoromethoxy)benzamide C(C)(C)(C)C=1N=C(N(C1)C1=CC=C(C=C1)OC)NC(C1=CC=C(C=C1)OC(F)F)=O